1,5-bis(1,1-dimethylethyl)-1,1,3,3,5,5-hexamethyltrisiloxane CC(C)(C)[Si](O[Si](O[Si](C)(C)C(C)(C)C)(C)C)(C)C